C(#N)C1=CC=C(C=C1)NC=1C2=C(N=C(N1)SC(C(=O)[O-])(C)C)C=CS2 2-((4-((4-cyanophenyl) amino) thieno[3,2-d]pyrimidin-2-yl) thio)-2-methylpropionate